2,3-difluoro-N-(2-(methylamino)-4-((4-(trifluoromethyl)benzyl)amino)phenyl)heptanamide FC(C(=O)NC1=C(C=C(C=C1)NCC1=CC=C(C=C1)C(F)(F)F)NC)C(CCCC)F